BrC1=C(C=CC=C1O)C1=CC(=C(C=C1)OCCCC(=O)OCC)F Ethyl 4-(2'-bromo-3-fluoro-3'-hydroxy-biphenyl-4-yloxy)-butyrate